[1-[[4-[[(1Z)-2-ethoxy-3,3,3-trifluoro-1-propen-1-yl]oxy]phenyl]methyl]-1H-pyrazol-4-yl]methyl 3-methylbutanoate CC(CC(=O)OCC=1C=NN(C1)CC1=CC=C(C=C1)O\C=C(\C(F)(F)F)/OCC)C